N-(2-benzyloxyethyl)-N-[1-[3-(2,6-dibenzyloxy-3-pyridyl)-1-methyl-indazol-6-yl]-4-piperidyl]-2-nitro-benzenesulfonamide C(C1=CC=CC=C1)OCCN(S(=O)(=O)C1=C(C=CC=C1)[N+](=O)[O-])C1CCN(CC1)C1=CC=C2C(=NN(C2=C1)C)C=1C(=NC(=CC1)OCC1=CC=CC=C1)OCC1=CC=CC=C1